4-(3-(2,2-Difluoro-6-methoxybenzo[d][1,3]dioxol-5-yl)-4-fluorophenyl)-7-ethyl-7H-imidazo[4,5-c]pyridazine FC1(OC2=C(O1)C=C(C(=C2)C=2C=C(C=CC2F)C=2C1=C(N=NC2)N(C=N1)CC)OC)F